6-fluoro-7-methoxy-1H-indole-1-carboxylic acid chloromethyl ester ClCOC(=O)N1C=CC2=CC=C(C(=C12)OC)F